FC1(CCC1)CN1C(C2=CC=CC=C2C1=O)=O 2-((1-fluorocyclobutyl)methyl)isoindoline-1,3-dione